5-amino-4-methylpyrimidine NC=1C(=NC=NC1)C